C(C)(C)(C)OC(=O)NCC=1OC2=C(C1)C=C(C=C2C(=O)OC)O Methyl 2-(((tert-butoxycarbonyl)amino)methyl)-5-hydroxybenzofuran-7-carboxylate